O1COCC(C1)=O 1,3-dioxane-5-one